C1(CCCCC1)OC(=O)NC(C(=O)O)CCN(CCCCC1=NC=2NCCCC2C=C1)C1CC1 2-(cyclohexoxycarbonylamino)-4-[cyclopropyl-[4-(5,6,7,8-tetrahydro-1,8-naphthyridin-2-yl)butyl]amino]butanoic acid